7-(3-methylbenzyl)-4-(2,4-difluorobenzyl)-6,7,8,9-tetrahydroimidazo[1,2-a]pyrido[3,4-e]pyrimidine-5(4H)-one CC=1C=C(CN2CC=3C(N(C=4N(C3CC2)C=CN4)CC4=C(C=C(C=C4)F)F)=O)C=CC1